ClC=1C=C(C(=O)NC=2C=C3C(=CN(C3=CC2)CCC)C#N)C=CN1 2-chloro-N-(3-cyano-1-N-propyl-1H-indol-5-yl)isonicotinamide